Carbonic acid 2,5-dioxo-1-pyrrolidinyl [(3r,3as,6ar)-hexahydrofuro[2,3-b]furan-3-yl] ester O1C[C@@H]([C@H]2[C@@H]1OCC2)OC(ON2C(CCC2=O)=O)=O